4-(3-amino-1-naphthalenyl)-7,7-dimethyl-2-(2-(2-propenoyl)-2,6-diazaspiro[3.4]octan-6-yl)-7,8-dihydro-5H-pyrano[4,3-b]pyridine-3-carbonitrile NC=1C=C(C2=CC=CC=C2C1)C1=C2C(=NC(=C1C#N)N1CC3(CN(C3)C(C=C)=O)CC1)CC(OC2)(C)C